N[C@H](C(=O)O[C@@H](CN)C)CNC(C1=CC(=CC(=C1)F)CC)=O (R)-(S)-1-aminopropan-2-yl 2-amino-3-(3-ethyl-5-fluorobenzamido)propanoate